C(C)(C)(C)OC(=O)N1CC2(C1)CN(C2)CC2=CC=C(C=C2)P(=O)(C)C 6-[(4-dimethylphosphorylphenyl)methyl]-2,6-diazaspiro[3.3]heptane-2-carboxylic acid tert-butyl ester